tert-Butyl-(2R)-7-[(tert-butoxycarbonyl)(methyl)amino]-2-ethyl-2,3-dihydropyrido[2,3-f][1,4]oxazepine C(C)(C)(C)[C@]1(OC2=C(C=NC1)N=C(C=C2)N(C)C(=O)OC(C)(C)C)CC